C(O)C(CO)(CO)NCCCNC(CO)(CO)CO 1,3-bis[(trimethylol)methylamino]propane